CS(=O)(=O)C1=CC=C(C=C1)N 4-aminophenyl methyl sulfone